N-Isopropyl-2-(4-(trifluoromethyl)phenyl)oxazole-4-carboxamide C(C)(C)NC(=O)C=1N=C(OC1)C1=CC=C(C=C1)C(F)(F)F